6-bromo-N-(3-chloro-1,2,4-thiadiazol-5-yl)-2,3-difluoro-benzamide BrC1=CC=C(C(=C1C(=O)NC1=NC(=NS1)Cl)F)F